C(C)NC(=O)NCC1=C(C=CC=C1)SC=1C=CC=2N(C1)C(=NN2)C(C)C 1-ethyl-3-(2-{[3-(1-methylethyl)-[1,2,4]triazolo[4,3-a]pyridin-6-yl]sulfanyl}benzyl)urea